3-amino-6-bromo-4-[7-fluoro-2-(oxan-2-yl)indazol-4-yl]-1-methylbenzo[h]quinolin-2-one NC=1C(N(C2=C3C(=C(C=C2C1C=1C2=CN(N=C2C(=CC1)F)C1OCCCC1)Br)C=CC=C3)C)=O